C(C)OC1=CC=C2CN(C(C2=C1F)=O)C1C(NC(CC1)=O)=O 3-(6-ethoxy-7-fluoro-1-oxoisoindolin-2-yl)piperidine-2,6-dione